(3-nitrobenzyl)pyridin-2-amine [N+](=O)([O-])C=1C=C(CC=2C(=NC=CC2)N)C=CC1